CN(CCNC)CC=1C(=NC(=CC1)C)C1CCN(CC1)C=1C=C(C=CC1)C N1,N2-dimethyl-N1-((6-methyl-2-(1-(m-tolyl)piperidin-4-yl)pyridin-3-yl)methyl)ethane-1,2-diamine